1-[(4-Chloro-2-fluorophenyl)methyl]-5-oxopyrrolidine-2-carboxylic Acid ClC1=CC(=C(C=C1)CN1C(CCC1=O)C(=O)O)F